4-bromo-N-ethyl-2-nitroaniline BrC1=CC(=C(NCC)C=C1)[N+](=O)[O-]